5'-chloro-N-[4-(4-hydroxypiperidin-1-yl)phenyl]-7'-oxo-7',8'-dihydro-6'H-spiro[cyclohexane-1,9'-furo[2,3-f]quinazoline]-2'-carboxamide ClC=1C=C2C(=C3C4(NC(NC13)=O)CCCCC4)OC(=C2)C(=O)NC2=CC=C(C=C2)N2CCC(CC2)O